tert-butyl (3R)-3-[(2S)-1-(tert-butoxy)-3-(3-cyanophenyl)-1-oxopropane-2-yl]pyrrolidine-1-carboxylate C(C)(C)(C)OC([C@@H](CC1=CC(=CC=C1)C#N)[C@@H]1CN(CC1)C(=O)OC(C)(C)C)=O